ClC1=C(C(=CC=C1)F)C=1CCCC2=C(C1C1=CC=C(C=C1)CC1CN(C1)CCCF)C=CC(=C2)C(=O)O 8-(2-chloro-6-fluorophenyl)-9-(4-((1-(3-fluoropropyl)azetidin-3-yl)methyl)phenyl)-6,7-dihydro-5H-benzo[7]annulene-3-carboxylic acid